OC=1C(=C(C(=C(C(=O)N)C1)I)I)I hydroxytriiodobenzamide